BrCC=1C=C(C(=O)NCC(CNC(=O)C2=CC(=NC(=C2)CBr)CBr)C(NCCOCCOCCOCCOCCNC(OCC2C3CCC#CCCC23)=O)=O)C=C(N1)CBr bicyclo[6.1.0]non-4-yn-9-ylmethyl (4-((2,6-bis(bromomethyl)isonicotinamido)methyl)-1-(2,6-bis(bromomethyl)pyridin-4-yl)-1,5-dioxo-9,12,15,18-tetraoxa-2,6-diazaicosan-20-yl)carbamate